CC1=C(C=C(C(=O)NCC2=NC=CC(=C2)C2=CC(=CC=C2)N2CCOCC2)C=C1)S(=O)(=O)C 4-methyl-3-(methylsulfonyl)-N-((4-(3-morpholinophenyl)pyridin-2-yl)methyl)benzamide